(2s,4s)-2-(4-(2-fluoro-5-(trifluoromethoxy)phenyl)piperidine-1-carbonyl)-7-oxa-5-azaspiro[3.4]octan-6-one FC1=C(C=C(C=C1)OC(F)(F)F)C1CCN(CC1)C(=O)C1CC2(C1)NC(OC2)=O